C1(CC1)N(C1=CC=C(N=N1)C1=CC(=C(C=C1O)/C=C/C(=O)NC)F)C1C[C@]2(CC[C@@](C1)(N2)C)C (E)-3-(4-(6-(cyclopropyl((1R,3S,5S)-1,5-dimethyl-8-azabicyclo[3.2.1]octan-3-yl)amino)pyridazin-3-yl)-2-fluoro-5-hydroxyphenyl)-N-methylacrylamide